Cl.C(C(=C)C)(=O)OCCCN 3-aminopropyl methacrylate HCl